C(C)(C)OC(\C=C/I)=O.CN1CC2(CN(C2)C=2C=CC=NC2)C1 5-(6-methyl-2,6-diazaspiro[3.3]heptane-2-yl)pyridin isopropyl-(Z)-3-iodoacrylate